C(C)(C)(C)OC(=O)NC(C(=O)O)CCN(CCCCC1=NC=2NCCCC2C=C1)CC(COC)(F)F 2-(tert-butoxycarbonylamino)-4-[(2,2-difluoro-3-methoxy-propyl)-[4-(5,6,7,8-tetrahydro-1,8-naphthyridin-2-yl)butyl]amino]butanoic acid